3-(2-methyl-5-(8-(4-(4-methylpiperazin-1-yl)piperidin-1-yl)octyl)-4-oxoquinazolin-3(4H)-yl)piperidine-2,6-dione CC1=NC2=CC=CC(=C2C(N1C1C(NC(CC1)=O)=O)=O)CCCCCCCCN1CCC(CC1)N1CCN(CC1)C